BrC=1C=CC2=C(NC(=N2)CC2=CC(=CC=C2)OC)C1Cl 6-bromo-7-chloro-2-(3-methoxybenzyl)-1H-benzo[d]imidazole